O=C1NC2=NC=CC=C2C12CC=1C(=NC=C(C1)C(=O)O)C2 2-oxo-spiro[1H-pyrrolo[2,3-b]pyridin-3,6'-5,7-dihydro-cyclopenta[b]pyridine]-3'-carboxylic acid